N-(diphenylmeth-yl)pentanediamide trifluoroacetate FC(C(=O)O)(F)F.C1(=CC=CC=C1)C(NC(CCCC(=O)N)=O)C1=CC=CC=C1